Ethyl 1-(3-chloro-6-(3-hydroxypropyl)-5-iodopyrazin-2-yl)piperidine-4-carboxylate ClC=1C(=NC(=C(N1)I)CCCO)N1CCC(CC1)C(=O)OCC